FC(C1=C(C(=O)C=2C=C(NC2)C2=NC3=C(N2)C=C(C=C3)[C@H]3CN(CC3)C(C)=O)C=CC=C1)(F)F (S)-1-(3-(2-(4-(2-(trifluoromethyl)benzoyl)-1H-pyrrol-2-yl)-1H-benzo[d]imidazol-6-yl)pyrrolidin-1-yl)ethanone